FC1=C(C=CC=C1CC1N(CC2(CC2)C1NS(=O)(=O)C)C(=O)N1CC(C1)OC)C1=CC=CC=C1 N-(6-((2-fluoro-[1,1'-biphenyl]-3-yl)methyl)-5-(3-methoxyazetidine-1-carbonyl)-5-azaspiro[2.4]heptan-7-yl)methanesulfonamide